C(CCC)C1=CC=CC2=CNC=C12 7-butylisoindole